COC=1C=C(C=C(C1OC)OC)N1C([C@@H]([C@@H]1C1=CC(=C(C=C1)OC)O)COCCCCCBr)=O (3S,4R)-1-(3,4,5-trimethoxyphenyl)-4-(3-hydroxy-4-methoxyphenyl)-3-(5-bromopentanyloxymethyl)azetidin-2-one